C(CCC)C(COC(CCCCCCCCC(CCCCCCCCC(=O)OCC(CCCCCC)CCCC)N(C(CCCCCCCC)=O)CCCN(C)C)=O)CCCCCC bis(2-butyloctyl)-10-(N-(3-(dimethylamino)propyl)nonanamido)nonadecanedioate